ClC1=NC=CC(=N1)C1=NC=CC2=C1N(C(=N2)C)C[C@H](CN(C(OC(C)(C)C)=O)C)OC tert-butyl N-[(2R)-3-[4-(2-chloropyrimidin-4-yl)-2-methyl-imidazo[4,5-c]pyridin-3-yl]-2-methoxy-propyl]-N-methyl-carbamate